Z-1-bromo-1,2,3,4,4-pentafluorobut-1-ene Br\C(=C(\C(C(F)F)F)/F)\F